2-chloro-5-fluoro-1,3,4-thiadiazole ClC=1SC(=NN1)F